9-hydroxyandrosta-4-ene-3,17-dione O[C@@]12[C@]3(CCC(C=C3CC[C@H]1[C@@H]1CCC([C@@]1(C)CC2)=O)=O)C